1-(4-fluoro-3-(3-(piperazin-1-yl)quinoxaline-6-carbonyl)phenyl)-3-(3-(trifluoromethyl)phenyl)Urea FC1=C(C=C(C=C1)NC(=O)NC1=CC(=CC=C1)C(F)(F)F)C(=O)C=1C=C2N=C(C=NC2=CC1)N1CCNCC1